F[C@H]1[C@H](C2(CCCC2)C[C@H](C1)C1=CC(=C(C=C1)F)C)O (6S,7R,9R)-7-fluoro-9-(4-fluoro-3-methylphenyl)spiro[4.5]decan-6-ol